7-azabicyclo[2.2.1]Heptane-1-carbonitrile C12(CCC(CC1)N2)C#N